2,2-dimethylpropanoate hydrochloride Cl.CC(C(=O)O)(C)C